COC1CC(N(C1)C)=O 4-methoxy-1-methyl-2-pyrrolidinone